NC(CCC(=O)N1CCC(CC1)C1=NN(C=2C=CC=C(C12)C1=C(C=C2C=NN(C2=C1)C)F)CC(=O)N(CC(=O)NCC(=O)OC(C)(C)C)C)=O tert-butyl N-(2-(3-(1-(4-amino-4-oxobutanoyl)piperidin-4-yl)-5'-fluoro-1'-methyl-1H,1'H-[4,6'-biindazol]-1-yl)acetyl)-N-methylglycylglycinate